5-(3,4-difluorophenyl)-N-[4-[(6,7-dimethoxy-1,5-naphthyridin-4-yl)oxy]-3-fluorophenyl]-4-hydroxy-2-methylpyridine-3-carboxamide FC=1C=C(C=CC1F)C=1C(=C(C(=NC1)C)C(=O)NC1=CC(=C(C=C1)OC1=CC=NC2=CC(=C(N=C12)OC)OC)F)O